C(C)(C)(C)N1C=C(C=2C1=NC(=CC2)C(=O)N2CCC1(CC(NC1)=O)CC2)C2=CC(=C(C=C2)Cl)F 8-(1-(tert-butyl)-3-(4-chloro-3-fluorophenyl)-1H-pyrrolo[2,3-b]pyridine-6-carbonyl)-2,8-diazaspiro[4.5]decan-3-one